1-(1-(3,5-dichlorophenyl)cyclopropyl)-4-((3-fluoro-6-((5-methyl-1H-pyrazol-3-yl)amino)pyridin-2-yl)methyl)piperidine-4-carboxylic acid ClC=1C=C(C=C(C1)Cl)C1(CC1)N1CCC(CC1)(C(=O)O)CC1=NC(=CC=C1F)NC1=NNC(=C1)C